[1-(3-trifluoromethoxy-phenyl)-1H-pyrazol-4-yl]-pyridine FC(OC=1C=C(C=CC1)N1N=CC(=C1)C1=NC=CC=C1)(F)F